BrC1=CC=C(C=C1)C1=CC=C(C=C1)C1(C2=CC=CC=C2C=2C=CC=CC12)C1=CC=CC=C1 9-(4'-bromo-4-biphenylyl)-9-phenylfluorene